(S)-N-(5-(methylthio)-1,3,4-thiadiazol-2-yl)-5-(2-phenylpiperidin-1-yl)-1,3,4-oxadiazole-2-carboxamide CSC1=NN=C(S1)NC(=O)C=1OC(=NN1)N1[C@@H](CCCC1)C1=CC=CC=C1